C(CCN)CCN 1,5-pentamethylenediamine